C1(=CC=C(C=C1)C=1C=C(C=NC1)\C=C/1\C(NC(S1)=O)=O)C (Z)-5-((5-(p-tolyl)pyridin-3-yl)methylene)thiazolidin-2,4-dione